bromo-3-fluoropyridin BrC1=NC=CC=C1F